N-(5-bromo-2-(2-chlorobenzoyl)phenyl)-2-cyanoacetamide BrC=1C=CC(=C(C1)NC(CC#N)=O)C(C1=C(C=CC=C1)Cl)=O